C(C)(C)(C)OC(=O)N1[C@H](CN(CC1)C=1N=NC(=CN1)C1=NC=C(C=C1OCOC)N1N=CC=N1)C(C)C (S)-2-isopropyl-4-(6-(3-(methoxymethoxy)-5-(2H-1,2,3-triazol-2-yl)pyridine-2-Yl)-1,2,4-triazin-3-yl)piperazine-1-carboxylic acid tert-butyl ester